N4-(1H-indazol-6-yl)-5-methyl-N2-(4-(4-(4-methylpiperazine-1-yl)piperidine-1-yl)phenyl)pyrimidine-2,4-diamine N1N=CC2=CC=C(C=C12)NC1=NC(=NC=C1C)NC1=CC=C(C=C1)N1CCC(CC1)N1CCN(CC1)C